ClC1=CC=C(C=C1)[C@H]1CC[C@H]2N(CCN(C2)C(=O)C=2C(=C(C=CC2)/C=C/C2=CC=C(C(=O)NC)C=C2)Br)C1 4-[(E)-2-[3-[(7R,9aR)-7-(4-chlorophenyl)-1,3,4,6,7,8,9,9a-octahydropyrido[1,2-a]pyrazine-2-carbonyl]-2-bromo-phenyl]vinyl]-N-methyl-benzamide